(S)-4-(3-((tert-Butoxycarbonyl)amino)pyrrolidin-1-yl)-5-(3,5-dimethylphenyl)nicotinic acid C(C)(C)(C)OC(=O)N[C@@H]1CN(CC1)C1=C(C=NC=C1C(=O)O)C1=CC(=CC(=C1)C)C